CC1(N2C(COC1)=NC(=C2)NC(C2=CC(=C(C=C2)C)C#C[Si](C(C)C)(C(C)C)C(C)C)=O)C N-(5,5-dimethyl-6,8-dihydroimidazo[2,1-c][1,4]oxazin-2-yl)-4-methyl-3-(2-triisopropylsilylethynyl)benzamide